4-aminonaphthalene-2,6-dicarboxylic acid NC1=CC(=CC2=CC=C(C=C12)C(=O)O)C(=O)O